(2,3-Diazidopropyl)benzene N(=[N+]=[N-])C(CC1=CC=CC=C1)CN=[N+]=[N-]